{[2-methoxy-6-(2,2,2-trifluoroethyl)thieno[2,3-d]pyrimidin-4-yl](methyl)amino}cyclopentan COC=1N=C(C2=C(N1)SC(=C2)CC(F)(F)F)N(C)C2CCCC2